NC1=C(C=CC=C1C(=O)O)C1=C(C=CC=C1)O amino-2'-hydroxybiphenyl-3-carboxylic acid